C(C)(C)(C)OC(=O)COC1=CC=C(C=C1)[S+](C1=CC=C(C=C1)OCC(=O)OC(C)(C)C)C1=CC=C(C=C1)OCC(=O)OC(C)(C)C tris(4-tert-butoxycarbonylmethyloxyphenyl)sulfonium